BrC1=NC=C(N1CC1=NC=C(C=N1)Cl)C=O 2-bromo-3-[(5-chloropyrimidin-2-yl)methyl]imidazole-4-carbaldehyde